BrC=1C(=C(C=NC1)\C=N\NS(=O)(=O)C1=CC=C(C=C1)C)Cl N'-[(1E)-(5-bromo-4-chloropyridin-3-yl)methylidene]-4-methylbenzenesulfonohydrazide